CN(NC)CC1=CC=2C(=NC=CC2)N1CCC(=O)NC(C(NCCOCCOCCC(NC(C(NC(C=O)C)=O)C(C)C)=O)=O)CS(=O)(=O)O 18-(3-(2-((1,2-dimethylhydrazineyl)methyl)-1H-pyrrolo[2,3-b]pyridin-1-yl)propanamido)-5-isopropyl-2-methyl-1,4,7,17-tetraoxo-10,13-dioxa-3,6,16-triazanonadecane-19-sulfonic acid